(R)-2-(2-isopropylpyridin-3-yl)-7-methyl-9-(1-(4-(1-methyl-4-(trifluoromethyl)-1H-imidazol-2-yl)phenyl)ethyl)-7,9-dihydro-8H-purin-8-one C(C)(C)C1=NC=CC=C1C1=NC=C2N(C(N(C2=N1)[C@H](C)C1=CC=C(C=C1)C=1N(C=C(N1)C(F)(F)F)C)=O)C